3-(trifluoro-methyl)-1H-pyrazole FC(C1=NNC=C1)(F)F